N[C@@H](CCCCN)C(=O)N[C@@H](CC1=CC=CC=C1)C(=O)N[C@@H](CCCCN)C(=O)O lysyl-phenylalanyl-lysine